isopropyl α-hydroxyisobutyrate OC(C(=O)OC(C)C)(C)C